C(C)(C)(C)OC(=O)C1CCN(CC1)C1=C(CN2CCCC23CCN(CC3)C(=O)OC(C(F)(F)F)C(F)(F)F)C=CC(=C1)C#C[Si](C)(C)C 1,1,1,3,3,3-hexafluoropropan-2-yl 1-(2-(4-(tert-butoxycarbonyl) piperidin-1-yl)-4-((trimethylsilyl) ethynyl) benzyl)-1,8-diazaspiro[4.5]decane-8-carboxylate